C(=C)[Si]1(N[Si](N[Si](N[Si](N1)(C)C=C)(C)C=C)(C)C=C)C 2,4,6,8-Tetravinyl-2,4,6,8-tetramethylcyclotetrasilazane